CC=1C=2N(C=C(N1)C)N=C(C2)C=2N=C1N(C(C2)=O)C=C(C=C1)C1CCN(CC1)CCCF 2-(4,6-dimethylpyrazolo[1,5-a]pyrazin-2-yl)-7-[1-(3-fluoropropyl)piperidin-4-yl]-4H-pyrido[1,2-a]pyrimidin-4-one